3-((1-(7-methyl-4-oxo-2-(piperidin-1-yl)-4H-pyrido[1,2-a]pyrimidin-9-yl)ethyl)amino)benzoic acid CC=1C=C(C=2N(C(C=C(N2)N2CCCCC2)=O)C1)C(C)NC=1C=C(C(=O)O)C=CC1